C1(CC1)C(=O)C1=CSC(=C1)C1=CC=C(C=C1)O cyclopropyl(5-(4-hydroxyphenyl)thiophen-3-yl)methanone